2-(1-(tert-butoxycarbonyl)piperidin-4-yl)-4-methylbenzo[d]thiazole-6-carboxylic acid C(C)(C)(C)OC(=O)N1CCC(CC1)C=1SC2=C(N1)C(=CC(=C2)C(=O)O)C